Cl.[N+](=O)([O-])C=1N(C=CN1)CCCN 3-(2-nitro-1H-imidazol-1-yl)propan-1-amine hydrochlorid